(S)-4-(7-(4-cyano-6-methylpyridin-2-yl)-5-(2-fluorophenyl)-7H-pyrrolo[2,3-d]pyrimidin-4-yl)-3-methylpiperazine-1-carboxylic acid tert-butyl ester C(C)(C)(C)OC(=O)N1C[C@@H](N(CC1)C=1C2=C(N=CN1)N(C=C2C2=C(C=CC=C2)F)C2=NC(=CC(=C2)C#N)C)C